O=C1C=2N(NC(=C1)C(=O)O)C=CC2 4-oxo-1,4-dihydropyrrolo[1,2-b]pyridazine-2-carboxylic acid